tert-butyl 3-(3-(4-butoxyphenyl)-1,2,4-oxadiazol-5-yl)-2-(diethoxyphosphoryl)propanoate C(CCC)OC1=CC=C(C=C1)C1=NOC(=N1)CC(C(=O)OC(C)(C)C)P(=O)(OCC)OCC